5-bromo-2,7-dimethylbenzo[1,2-b:3,4-b']difuran-3-carboxylic acid BrC1=CC2=C(OC(=C2C(=O)O)C)C2=C1OC(=C2)C